N-(2'-(4,4-difluorocyclohexyl)-3-fluoro-[2,4'-bipyridin]-3'-yl)-5-fluoro-6-(isopropylamino)nicotinamide FC1(CCC(CC1)C1=NC=CC(=C1NC(C1=CN=C(C(=C1)F)NC(C)C)=O)C1=NC=CC=C1F)F